CC=1C=C(C=C(C1)C)B1OC(C)(C)C(C)(C)O1 3,5-dimethylbenzeneboronic acid pinacol ester